ClC=1C(=NC(=C(C1)C#N)N1CC(CC(C1)C)O)NC=1C=C2C=C(C(NC2=CC1)=O)OCC(=O)NC 2-[[6-[[3-chloro-5-cyano-6-(3-hydroxy-5-methyl-1-piperidinyl)-2-pyridinyl]amino]-2-oxo-1H-quinolin-3-yl]oxy]-N-methylacetamide